1-cyclohexylmethanesulfonamide C1(CCCCC1)CS(=O)(=O)N